C(C)(C)(C)OC(=O)N1CCC(CC1)C1=CC(=CC=C1)NC1C(NC(CC1)=O)=O.Cl.N1CCC(CC1)C=1C=C(C=CC1)NC1C(NC(CC1)=O)=O 3-((3-(piperidin-4-yl)phenyl)amino)piperidine-2,6-dione hydrochloride Tert-butyl-4-(3-((2,6-dioxopiperidin-3-yl)amino)phenyl)piperidine-1-carboxylate